2-Phenyl-[1,2,4]triazolo[1,5-a]pyridine-7-carboxylic acid C1(=CC=CC=C1)C1=NN2C(C=C(C=C2)C(=O)O)=N1